4-methyl-N'-(tetrahydro-4H-thiopyran-4-ylidene)benzenesulfonohydrazide tertbutyl-4-(4-amino-2-(trifluoromethyl)phenyl)piperazine-1-carboxylate C(C)(C)(C)OC(=O)N1CCN(CC1)C1=C(C=C(C=C1)N)C(F)(F)F.CC1=CC=C(C=C1)S(=O)(=O)NN=C1CCSCC1